C(C)(C)(C)C=1C=C(CP([O-])([O-])=O)C=C(C1O)C(C)(C)C.C(C)(C)(C)C=1C=C(CP([O-])([O-])=O)C=C(C1O)C(C)(C)C.[Ca+2].[Ca+2] calcium bis(3,5-di-tert-butyl-4-hydroxybenzylphosphonate)